FC1=CC(=CC2=CN(N=C12)C)C1=CC2=C(C=N1)N=C(S2)N(C2CCNCC2)C 6-(7-fluoro-2-methyl-2H-indazol-5-yl)-N-methyl-N-(piperidin-4-yl)[1,3]thiazolo[4,5-c]pyridin-2-amine